1-[4-(benzyloxy)phenyl]-4,4-difluorobutane-1,3-dione C(C1=CC=CC=C1)OC1=CC=C(C=C1)C(CC(C(F)F)=O)=O